N-[(2-chloropyridin-4-yl)methyl]-1-(3,5-difluorophenyl)-3-methyl-5-oxopyrrolidine-3-carboxamid ClC1=NC=CC(=C1)CNC(=O)C1(CN(C(C1)=O)C1=CC(=CC(=C1)F)F)C